(3R)-3-methyl-4-(4-(1-(methylsulfonyl)cyclopropyl)-8-(1-(tetrahydro-2H-pyran-2-yl)-1H-pyrazol-5-yl)imidazo[1,5-a]pyrimidin-2-yl)morpholine C[C@H]1N(CCOC1)C1=NC=2N(C(=C1)C1(CC1)S(=O)(=O)C)C=NC2C2=CC=NN2C2OCCCC2